(R)-4-(3-(3-(Methylamino)pyrrolidin-1-carbonyl)-1-(p-tolyl)-1H-pyrazol-5-yl)benzonitril CN[C@H]1CN(CC1)C(=O)C1=NN(C(=C1)C1=CC=C(C#N)C=C1)C1=CC=C(C=C1)C